4-(2-{[(2R,7aS)-2-fluoro-hexahydro-1H-pyrrolizin-7a-yl]methoxy}-4-[(2R,6S)-2,6-dimethylmorpholin-4-yl]-8-fluoropyrido[4,3-d]pyrimidin-7-yl)-5-ethynyl-6-fluoronaphthalen-2-ol F[C@@H]1C[C@@]2(CCCN2C1)COC=1N=C(C2=C(N1)C(=C(N=C2)C2=CC(=CC1=CC=C(C(=C21)C#C)F)O)F)N2C[C@H](O[C@H](C2)C)C